C(C)(=O)O[C@@H]1CC2=CC[C@H]3[C@@H]4CC(C[C@@]4(CCNC(C4=C(C=CC=C4)Br)=O)CC[C@@H]3[C@]2(CC1)C)=O (2-bromobenzamidomethyl)-16-oxo-androsta-5-en-3beta-ol acetate